1-(tert-butyl) 3-ethyl 3-(((methylsulfonyl)oxy)methyl)azetidine-1,3-dicarboxylate CS(=O)(=O)OCC1(CN(C1)C(=O)OC(C)(C)C)C(=O)OCC